7-(tert-butylsulfonyl)-6,7-dihydro-5H-pyrrolo[2,3-d]pyrimidin-2-amine C(C)(C)(C)S(=O)(=O)N1CCC2=C1N=C(N=C2)N